7-(5-cyclopropyl-1-Methyl-1H-pyrazol-4-yl)-8-fluoro-4-(4-((methylamino)methyl)-5-(tetrahydro-2H-pyran-4-yl)thiazole-2-yl)isoquinolin-1-amine C1(CC1)C1=C(C=NN1C)C1=CC=C2C(=CN=C(C2=C1F)N)C=1SC(=C(N1)CNC)C1CCOCC1